2-((tert-butyldimethylsilyl)oxy)ethan-1-ol tert-butyl-(3R,4R)-4-(2-(4,7-difluoro-3,3-dimethyl-2-oxo-5-(trifluoromethyl)indolin-1-yl)acetamido)-3-methylpentanoate C(C)(C)(C)C(C(=O)OCCO[Si](C)(C)C(C)(C)C)[C@H]([C@@H](C)NC(CN1C(C(C2=C(C(=CC(=C12)F)C(F)(F)F)F)(C)C)=O)=O)C